7-bromo-3,3-dibutyl-8-methoxy-5-(4-(trifluoromethyl)phenyl)-2,3-dihydro-1,5-benzothiazepin-4(5H)-one BrC=1C(=CC2=C(N(C(C(CS2)(CCCC)CCCC)=O)C2=CC=C(C=C2)C(F)(F)F)C1)OC